FC(OC1=C(CN=[N+]=[N-])C=CC=C1)(F)F 2-trifluoromethoxybenzyl azide